FC1=CC2=C(OC[C@H]3N2C(O[C@@H]3CNC(OC)=O)=O)C=C1N1CCSCC1 Methyl (((3R,3aR)-8-fluoro-1-oxo-7-thiomorpholino-3a,4-dihydro-1H,3H-benzo[b]oxazolo[3,4-d][1,4]oxazin-3-yl)methyl)carbamate